5-bromo-2-(tert-butoxycarbonyl)-1,2,3,4-tetrahydroisoquinoline-1-carboxylic acid BrC1=C2CCN(C(C2=CC=C1)C(=O)O)C(=O)OC(C)(C)C